[Br-].C(CCCCC)N1C(N(C=C1)C)C 1-hexyl-2,3-dimethyl-imidazole bromide salt